4-methyl-3-((1-(5-methylpyrazolo[1,5-a]pyrimidin-3-yl)azetidin-3-yl)oxy)-N-(5-(trifluoromethyl)pyridin-3-yl)benzamide CC1=C(C=C(C(=O)NC=2C=NC=C(C2)C(F)(F)F)C=C1)OC1CN(C1)C=1C=NN2C1N=C(C=C2)C